CC1=NN=C(N1)C1CCC(CC1)OC1=NC=CC=C1 3-methyl-5-(4-(pyridin-2-yloxy)cyclohexyl)-4H-1,2,4-triazol